C1(C=CC(N1C(COCCOCCO)(N1C(C=CC1=O)=O)O)=O)=O bismaleimidyl-triethylene glycol